Ethylenediaminetetraacetic acid disodium salt hydrate O.[Na+].[Na+].C(CN(CC(=O)[O-])CC(=O)[O-])N(CC(=O)O)CC(=O)O